6-chloro-N-(4,6-dimethoxypyrimidin-2-yl)-1H-pyrrolo[2,3-b]pyridine-3-sulfonamide ClC1=CC=C2C(=N1)NC=C2S(=O)(=O)NC2=NC(=CC(=N2)OC)OC